pyrazol-4-ol N1N=CC(=C1)O